BrC=1C=CC=2C(N(C(C3=CC=CC1C23)=O)CCO)=O.[N+3].[PH4+] phosphonium nitrogen 6-bromo-2-(2-hydroxyethyl)-1H-benzo[DE]isoquinoline-1,3(2H)-dione